C1(CCC1)CN1C=C(C(C(=C1)C1=CC=C(C=C1)F)=O)C(=O)N 1-(cyclobutylmethyl)-5-(4-fluorophenyl)-4-oxo-1,4-dihydropyridine-3-carboxamide